C(C)O/C=C/C1=NN(C=C1[N+](=O)[O-])C 3-[(E)-2-ethoxyvinyl]-1-methyl-4-nitro-pyrazole